OC1=C(C=C(C(=O)N2CC3=CC(=CC=C3CC2)N(C(C=C)=O)C2CCN(CC2)C)C=C1)C(C)C N-(2-(4-Hydroxy-3-isopropylbenzoyl)-1,2,3,4-tetrahydroisoquinolin-7-yl)-N-(1-methylpiperidin-4-yl)acrylamide